FC(OC1=NC=C(C(=O)NCC2=C(C=CC3=C2N(C(=N3)C)C)OC)C=C1)F 6-(difluoromethoxy)-N-((6-methoxy-1,2-dimethyl-1H-benzimidazol-7-yl)methyl)nicotinamide